COC1=CC(=NN1)C(=O)O 5-methoxy-pyrazole-3-carboxylic acid